N[C@@]1(C([C@@H](CC1)NC=1C=2N(N=CC1C(=NC1=C(C=CC=C1)CC)N)C=C(C2)Br)(C)C)C 4-[[(1R,3S)-3-amino-2,2,3-trimethyl-cyclopentyl]amino]-6-bromo-N'-(2-ethylphenyl)pyrrolo[1,2-b]pyridazine-3-carboxamidine